C1(=CC=C(C=C1)C1OC1)C p-tolyl-oxirane